(Boc)(1-(3-(benzylthio)-2,6-dimethylphenyl)-3-cyano-5,6-dimethyl-1H-pyrrolo[2,3-b]pyridin-2-yl)carbamic acid tert-butyl ester C(C)(C)(C)OC(N(C1=C(C=2C(=NC(=C(C2)C)C)N1C1=C(C(=CC=C1C)SCC1=CC=CC=C1)C)C#N)C(=O)OC(C)(C)C)=O